Cl.Cl.CN(C=1SC2=C(N=NC(=C2)C2=C(C=C(C=C2)C=2C=NNC2)O)N1)[C@@H]1CN(CCC1)C 2-(6-{methyl-[(3S)-1-methylpiperidin-3-yl]amino}[1,3]thiazolo[4,5-c]pyridazin-3-yl)-5-(1H-pyrazol-4-yl)phenol dihydrochloride